2-chloro-N-(5-methyl-1H-pyrazol-3-yl)pyrido[3,4-d]pyrimidin-4-amine ClC=1N=C(C2=C(N1)C=NC=C2)NC2=NNC(=C2)C